CN1CCN(CC1)C[Si](C=1C=C(C=C)C=CC1)(C)C 3-[(4-methylpiperazine-1-yl)methyldimethylsilyl]styrene